benzyl 1-(2-((2-(tert-butoxy)-2-oxoethyl)amino)ethyl)cyclopropane-1-carboxylate C(C)(C)(C)OC(CNCCC1(CC1)C(=O)OCC1=CC=CC=C1)=O